F[C@@H]1CC2=CC(CN2C1)O (2R,7aR)-2-fluoro-6-hydroxytetrahydro-1H-pyrrolizine